(Z)-3-((3-aminophenyl)((3-fluoropropyl)amino)methylene)-5-bromoindolin-2-one NC=1C=C(C=CC1)/C(=C\1/C(NC2=CC=C(C=C12)Br)=O)/NCCCF